2-(2-chloro-6-fluorophenyl)pyridazine-3-carboxylic acid methyl ester COC(=O)C=1N(NC=CC1)C1=C(C=CC=C1F)Cl